ClC1=C(C=CC=C1Cl)N1[C@@H](CN(CC1)CC[C@@H]1CC[C@H](CC1)NC(OC(C)(C)C)=O)C tert-butyl (trans-4-(2-((R)-4-(2,3-dichlorophenyl)-3-methyl-piperazin-1-yl)ethyl)cyclohexyl)carbamate